FC=1C=C(CNC2=NC=NC3=C2SC=2N=NC(=C(C23)C)C)C=CC1OC N-(3-fluoro-4-methoxybenzyl)-3,4-dimethylpyrimidino[4',5':4,5]thieno[2,3-c]pyridazin-8-amine